C(C)C1=C(C=CC(=N1)N1CCC(CC1)N1C[C@H]([C@@H](C1)OC)N)C=1C=C(C=2N(C1)C=CN2)C (3r,4r)-1-[1-[6-ethyl-5-(8-methylimidazo[1,2-a]pyridin-6-yl)-2-pyridinyl]-4-piperidinyl]-4-methoxy-pyrrolidin-3-amine